[C@H]12CN(C[C@H](CC1)N2)C=2C1=C(N=C(N2)OC([2H])([2H])C2(CC2)C([2H])([2H])N2CCOCC2)C(=C(N=C1)C=1C=C(C=C(C1C(F)(F)F)Cl)O)F 3-(4-((1R,5S)-3,8-Diazabicyclo[3.2.1]octan-3-yl)-8-fluoro-2-((1-(morpholinomethyl-d2)cyclopropyl)methoxy-d2)pyrido[4,3-d]pyrimidin-7-yl)-5-chloro-4-(trifluoromethyl)phenol